(Z)-N-(1-(4-cyano-6-fluoro-3-methyl-2-(tetrahydro-2H-pyran-4-yl)quinolin-8-yl)ethylidene)-2-methylpropane-2-sulfinamide C(#N)C1=C(C(=NC2=C(C=C(C=C12)F)\C(\C)=N/S(=O)C(C)(C)C)C1CCOCC1)C